OC[C@@H]1[C@@H]2[C@H](CN1C(=O)OC(C)(C)C)C21CCOCC1 tert-Butyl (1R,2S,5S)-2-(hydroxymethyl)tetrahydro-3-azaspiro[bicyclo[3.1.0]hexane-6,4'-pyran]-3-carboxylate